1-(±)-(4-Bromophenyl)-cyclopropyl-methanamine BrC1=CC=C(C=C1)C1(CC1)CN